C1(=C(C=CC=C1)CNS(=O)(=O)C1=CC=C(C=C1)[N+](=O)[O-])CNS(=O)(=O)C1=CC=C(C=C1)[N+](=O)[O-] N,N'-(1,2-Phenylenebis(methylene))bis(4-nitrobenzenesulfonamide)